1,2-bis(2',3',4',5',6'-pentabromophenyl)ethane BrC1=C(C(=C(C(=C1Br)Br)Br)Br)CCC1=C(C(=C(C(=C1Br)Br)Br)Br)Br